(R)-1-(2-methyl-4-(8-((3-methyl-4-((1-methyl-1H-benzo[d]imidazol-5-yl)oxy)phenyl)amino)pyrimido[5,4-d]pyrimidin-2-yl)piperazin-1-yl)prop-2-en-1-one C[C@H]1N(CCN(C1)C=1N=CC2=C(N1)C(=NC=N2)NC2=CC(=C(C=C2)OC2=CC1=C(N(C=N1)C)C=C2)C)C(C=C)=O